C(C)OC1=NC=CC=C1C=1C=C(C2=C(N1)N(N=C2C(C)C)C)NCC2=NC=CC(=N2)C 6-(2-ethoxy-3-pyridinyl)-3-isopropyl-1-methyl-N-[(4-methylpyrimidin-2-yl)methyl]pyrazolo[3,4-b]pyridin-4-amine